1-chloro-6-(tetrahydrofuran-2-yl)-isoquinoline-3-carboxylic acid methyl ester COC(=O)C=1N=C(C2=CC=C(C=C2C1)C1OCCC1)Cl